ClC1=CC(=C(C=C1F)[C@H](NC(=O)[C@@H]1N(CCCC1)C(C1=CC(=CC=C1)S(N)(=O)=O)=O)C1CC1)F (2R)-N-((R)-(4-chloro-2,5-difluorophenyl)(cyclopropyl)methyl)-1-(3-sulfamoylbenzoyl)-2-piperidinecarboxamide